(4R)-N-[(5-Chloropyrazin-2-yl)methyl]-2-{[(2S)-1,4-dioxan-2-yl]methyl}-4-methyl-8-(trifluoromethyl)-4,5-dihydro-2H-furo[2,3-g]indazol-7-carboxamid ClC=1N=CC(=NC1)CNC(=O)C1=C(C2=C(C[C@H](C3=CN(N=C23)C[C@@H]2OCCOC2)C)O1)C(F)(F)F